OCC1=CC(=NC=C1)C#N 4-(hydroxymethyl)pyridine-2-carbonitrile